ClC=1C=C(C=CC1)C(C=1NC=C(N1)S(=O)(=O)N)NC1=NC(=C(C=C1)OC(F)F)C 2-[(3-chlorophenyl)-[[5-(difluoromethoxy)-6-methylpyridin-2-yl]amino]methyl]-1H-imidazole-4-sulfonamide